isopropyl (trans-4-(5-(2-(N-(tert-butyl)sulfamoyl)-4-isopropoxy-phenyl)thiazol-2-yl)cyclohexyl)carbamate C(C)(C)(C)NS(=O)(=O)C1=C(C=CC(=C1)OC(C)C)C1=CN=C(S1)[C@@H]1CC[C@H](CC1)NC(OC(C)C)=O